The molecule is a 3',5'-cyclic purine nucleotide that is 3',5'-cyclic GMP bearing an additional bromo substituent at position 8 on the guanine ring. A membrane permeable cGMP analogue that activates protein kinase G (PKG). It is 4.3-fold more potent than cGMP in activating PKG1alpha and promotes relaxation of tracheal and vascular smooth muscle tissue in vitro. It has a role as a muscle relaxant and a protein kinase G agonist. It is a 3',5'-cyclic purine nucleotide and an organobromine compound. It derives from a 3',5'-cyclic GMP. C1[C@@H]2[C@H]([C@H]([C@@H](O2)N3C4=C(C(=O)NC(=N4)N)N=C3Br)O)OP(=O)(O1)O